Methyl N-(3-(bis(4-methoxyphenyl)(phenyl)methoxy)propyl)-N-(3-(((2-cyanoethoxy) (diisopropylamino)phosphanyl)oxy)propyl)glycyl-L-tryptophanate COC1=CC=C(C=C1)C(OCCCN(CC(=O)N[C@@H](CC1=CNC2=CC=CC=C12)C(=O)OC)CCCOP(N(C(C)C)C(C)C)OCCC#N)(C1=CC=CC=C1)C1=CC=C(C=C1)OC